tert-butyl-N-tert-butoxycarbonyl-N-[2-[2-[2-[2-[2-(methylamino) ethoxy]ethoxy]ethoxy] ethoxy]ethyl]carbamate C(C)(C)(C)OC(N(CCOCCOCCOCCOCCNC)C(=O)OC(C)(C)C)=O